(S)-5-(6-(3-methoxytetrahydrofuran-3-yl)-4-methylpyridin-2-yl)-7-(1-methyl-1H-pyrazol-4-yl)pyrrolo[1,2-c]pyrimidin-3-amine CO[C@]1(COCC1)C1=CC(=CC(=N1)C=1C=C(N2C=NC(=CC21)N)C=2C=NN(C2)C)C